C(C)O[Si](OCC)(OCC)C#C[Si](OCC)(OCC)OCC bistriethoxysilylacetylene